2-(2,6-dichloro-4-(6-(difluoromethyl)-3,5-dioxo-4,5-dihydro-1,2,4-triazin-2(3H)-yl)phenoxy)-5-hydroxy-N-(oxetan-3-yl)pyridine-4-sulfonamide ClC1=C(OC2=NC=C(C(=C2)S(=O)(=O)NC2COC2)O)C(=CC(=C1)N1N=C(C(NC1=O)=O)C(F)F)Cl